5-fluoro-4-[4-methyl-5-oxo-3-(prop-2-yl)-4,5-dihydro-1H-1,2,4-triazol-1-yl]-2-{[(2S)-4-methylpentan-2-yl]oxy}-N-(pyridin-2-yl)benzamide FC=1C(=CC(=C(C(=O)NC2=NC=CC=C2)C1)O[C@@H](C)CC(C)C)N1N=C(N(C1=O)C)C(C)C